1,3-CYCLOPENTANDIOL C1(CC(CC1)O)O